N-(2-(2-((Hexylcarbamoyl)oxy)ethoxy)ethyl)-N,N-dimethylhexadecane-1-aminium bromide [Br-].C(CCCCC)NC(=O)OCCOCC[N+](CCCCCCCCCCCCCCCC)(C)C